C(C1=CC=CC=C1)OC(NC1=C2N(N=C1)CCC2)=O (5,6-dihydro-4H-pyrrolo[1,2-b]pyrazol-3-yl)carbamic acid benzyl ester